NC1=C(C=C(C(=C1)C(=O)OC)C)SC[C@@H](C(=O)O)NC(=O)OC(C)(C)C (2R)-3-(2-amino-4-methoxycarbonyl-5-methyl-phenyl)sulfanyl-2-(tert-butoxycarbonylamino)propanoic acid